FC(C)(F)C1=NC(=CC(=N1)NC1=CC(=NC=C1C1=NC=C(N=C1)F)NC(C)=O)C N-(4-((2-(1,1-difluoroethyl)-6-methylpyrimidin-4-yl)amino)-5-(5-fluoropyrazin-2-yl)pyridin-2-yl)acetamide